tert-butyl 4-((4-bromo-5-(3-((3S,4R)-4-(3,4-difluorophenyl)-1-(2-methoxyethyl)pyrrolidin-3-yl)ureido)-1-phenyl-1H-pyrazol-3-yl)methoxy)piperidine-1-carboxylate BrC=1C(=NN(C1NC(=O)N[C@@H]1CN(C[C@H]1C1=CC(=C(C=C1)F)F)CCOC)C1=CC=CC=C1)COC1CCN(CC1)C(=O)OC(C)(C)C